The molecule is a fluorotelomer that is oct-2-enoic acid substituted by fluoro groups at positions 3, 4, 4, 5, 5,6, 6, 7, 7, 8, 8 and 8 respectively. It has a role as a xenobiotic and a persistent organic pollutant. It is a fluorotelomer and an alpha,beta-unsaturated monocarboxylic acid. C(=C(/C(C(C(C(C(F)(F)F)(F)F)(F)F)(F)F)(F)F)\\F)\\C(=O)O